COC=1C(=C(C(=CC1)C)NC(=O)C1=CN=C(O1)NC1=NN(C=C1)C)C N-(3-methoxy-2,6-dimethylphenyl)-2-((1-methyl-1H-pyrazol-3-yl)amino)oxazole-5-carboxamide